5-methyl-2-((3-methyl-4-(4-methylpiperazin-1-yl)phenyl)amino)-6-(o-tolyl)pyrido[2,3-d]pyrimidin-7(8H)-one CC1=C(C(NC=2N=C(N=CC21)NC2=CC(=C(C=C2)N2CCN(CC2)C)C)=O)C2=C(C=CC=C2)C